The molecule is a dicarboxylic acid monoamide that is a hapten and transition state analogue containing phenylphosphonate and succinoylamino moieties. It has a role as a hapten. It is an organic phosphonate and a dicarboxylic acid monoamide. It derives from a succinic acid. CCCC[C@H](NC(=O)CCC(=O)O)P(=O)(O)OC1=CC=CC=C1